ClC1=CC=C(N=N1)C(C(=O)OC(C)(C)C)C(=O)OC 1-(tert-butyl) 3-methyl 2-(6-chloropyridazin-3-yl)malonate